1-(3,4-Dimethoxyphenyl)propan-1-on COC=1C=C(C=CC1OC)C(CC)=O